(2-fluorotetrahydro-1H-pyrrolizin-7a(5H)-yl)methanol FC1CC2(CCCN2C1)CO